ClC1=C(C=CC(=C1)Cl)[C@@H](C)O (1R)-1-(2,4-dichlorophenyl)ethanol